2-(3β-(tert-butyldimethylsilyloxy)-5α-androstan-17β-yloxy)-ethyl para-toluenesulfonate CC1=CC=C(C=C1)S(=O)(=O)OCCO[C@@H]1[C@]2(C)[C@@H](CC1)[C@@H]1CC[C@H]3C[C@H](CC[C@]3(C)[C@H]1CC2)O[Si](C)(C)C(C)(C)C